CN1C(=NC=2C(=NC(=CC21)C2=CC=C(C=C2)N2CCC(CC2)N2CCCC2)C)C2=CC=C(C=C2)S(=O)(=O)C 1,4-dimethyl-2-(4-(methylsulfonyl)phenyl)-6-(4-(4-(pyrrolidin-1-yl)piperidin-1-yl)phenyl)-1H-imidazo[4,5-c]pyridine